3-(2-Chloropyrimidin-4-yl)-8-iodoimidazo[1,2-a]pyridine ClC1=NC=CC(=N1)C1=CN=C2N1C=CC=C2I